1-{4-chloro-7-phenylpyrazolo[1,5-a]pyridine-3-carbonyl}-3-(2-methylphenoxymethyl)piperidine ClC=1C=2N(C(=CC1)C1=CC=CC=C1)N=CC2C(=O)N2CC(CCC2)COC2=C(C=CC=C2)C